2-[1-(4-amino-3-fluorophenyl)pyrazol-3-yl]propan-2-ol NC1=C(C=C(C=C1)N1N=C(C=C1)C(C)(C)O)F